isoindol-2-yl-piperidine-2,6-dione hydrochloride Cl.C=1N(C=C2C=CC=CC12)N1C(CCCC1=O)=O